C(=C)C1=C(C=CC=C1)S(=O)(=O)O.C1(=CC=CC=C1)S(=O)(=O)OC=C vinyl benzenesulfonate (vinyl benzenesulfonate)